BrC1=C(C(=O)NC2=NN=NN2C)C=CC(=C1S(=O)(=O)C)C(F)(F)F 2-Bromo-3-(methylsulfonyl)-N-(1-methyl-1H-tetrazol-5-yl)-4-(trifluoromethyl)benzamid